C1(=CC=CC=C1)C=1NC2=C(N1)C=CC=C2 2-Phenyl-Benzimidazole